ethyl 6-(4-benzyloxycarbonylpiperazin-1-yl)-2-chloro-pyrimidine-4-carboxylate C(C1=CC=CC=C1)OC(=O)N1CCN(CC1)C1=CC(=NC(=N1)Cl)C(=O)OCC